N=1N=CN2C1C1=CC=CC(=C1C=C2)N2N=CC(=C2C(F)(F)F)C(=O)NC=2C=NC(=C(C2)Cl)N2N=CC=N2 1-([1,2,4]triazolo[3,4-a]isoquinolin-7-yl)-N-(5-chloro-6-(2H-1,2,3-triazol-2-yl)pyridin-3-yl)-5-(trifluoromethyl)-1H-pyrazole-4-carboxamide